(Z)-N'-((5-(difluoromethyl)-1-(2-(methylsulfonyl)ethyl)-1H-pyrazole-3-carbonyl)oxy)-1-(o-tolyl)cyclopropane-1-carboximidamide FC(C1=CC(=NN1CCS(=O)(=O)C)C(=O)O\N=C(/N)\C1(CC1)C1=C(C=CC=C1)C)F